4-bromo-3-cyclopropyl-N,N-dimethyl-1H-indazole-5-sulfonamide BrC1=C2C(=NNC2=CC=C1S(=O)(=O)N(C)C)C1CC1